FC(C1=C(C=CC=C1)C(=O)NC=1C=C(C2=C(NC=N2)C1)C(=O)N)(F)F 6-({[2-(trifluoromethyl)phenyl]carbonyl}amino)-1H-benzimidazole-4-carboxamide